1-(2',7'-di-tert-butyl-9,9'-spirobi[9H-fluoren]-2-yl)-1,3,4,6,7,8-hexahydro-2H-pyrimido[1,2-a]pyrimidine C(C)(C)(C)C1=CC2=C(C=C1)C1=CC=C(C=C1C21C2=CC=CC=C2C=2C=CC(=CC12)N1C=2N(CCC1)CCCN2)C(C)(C)C